N1=NC(=CC=C1)NC(=O)[C@H]1CC12CCN(CC2)C(=O)OC(C(F)(F)F)C(F)(F)F 1,1,1,3,3,3-hexafluoropropan-2-yl (S)-1-(pyridazine-3-ylcarbamoyl)-6-azaspiro[2.5]octane-6-carboxylate